methoxy-5-[[2-[(2R,5S)-5-methyl-2-(1H-thieno[3,2-c]pyrazol-5-yl)-1-piperidyl]-2-oxo-acetyl]amino]pyridine-3-carboxamide COC1=NC=C(C=C1C(=O)N)NC(C(=O)N1[C@H](CC[C@@H](C1)C)C1=CC=2NN=CC2S1)=O